C(#N)C1(CC1)C=1C=C(C(=NC1)C(=O)OC)SCC methyl 5-(1-cyanocyclopropyl)-3-ethylsulfanyl-pyridine-2-carboxylate